(4R,4aS,7aR,12bS)-3-(cyclopropylmethyl)-4a-hydroxy-9-methoxy-2,3,4,4a-tetrahydro-1H-4,12-methanobenzofuro[3,2-e]isoquinolin-7(7aH)-one C1(CC1)CN1[C@H]2[C@@]3(C=CC([C@H]4[C@]3(CC1)C1=C(O4)C(=CC=C1C2)OC)=O)O